N,N-diethyl-para-phenylenediamine sulfate salt S(=O)(=O)(O)O.C(C)N(C1=CC=C(C=C1)N)CC